NC1=C(C=C2C=C(C=NC2=N1)C(=O)N(CC1=NC=C(C=C1)C(F)(F)F)[C@@H](C1=NC=CC=N1)C1CC1)C 7-amino-N-((R)-cyclopropyl(2-pyrimidinyl)methyl)-6-methyl-N-((5-(trifluoromethyl)-2-pyridinyl)methyl)-1,8-naphthyridine-3-carboxamide